(3R,4R)-3-[(R)-1-(tert-butyldimethylsilyloxy)ethyl]-2-azetidinone [Si](C)(C)(C(C)(C)C)O[C@H](C)[C@@H]1C(NC1)=O